2-methyl-4,6-diethylphenol CC1=C(C(=CC(=C1)CC)CC)O